FC1(CC(CC1)NC=1C(=NC(=NC1)N1N=C(C=C1C)C)C(=O)N)F ((3,3-difluorocyclopentyl)amino)-2-(3,5-dimethyl-1H-pyrazol-1-yl)pyrimidine-4-carboxamide